BrC=1C=CC(=NC1)C1(CC1)O[Si](C)(C)C 5-bromo-2-(1-((trimethylsilyl)oxy)cyclopropyl)pyridine